(S)-7-chloro-6-fluoro-4-hydroxy-1-((1-methylpyrrolidin-2-yl)methyl)-2-oxo-1,2-dihydro-1,8-naphthyridine-3-carbonitrile ClC1=C(C=C2C(=C(C(N(C2=N1)C[C@H]1N(CCC1)C)=O)C#N)O)F